N6-(L-prolyl-L-alanyl-L-lysyl)-N2-[[(3S)-1,2,3,4-tetrahydro-6,7-dihydroxy-1,1-dimethyl-3-isoquinolyl]carbonyl]-L-lysine N1[C@@H](CCC1)C(=O)N[C@@H](C)C(=O)N[C@@H](CCCCN)C(=O)NCCCC[C@H](NC(=O)[C@H]1NC(C2=CC(=C(C=C2C1)O)O)(C)C)C(=O)O